2-(4-phenoxyphenyl)[1,2]benzisoselenazol-3(2H)-one O(C1=CC=CC=C1)C1=CC=C(C=C1)N1[Se]C2=C(C1=O)C=CC=C2